C1=CC(=CC=C1C2=CC(=O)C3=C(O2)C(=C(C=C3O)O)C4=C(C=CC(=C4)O)C5=CC(=O)C6=C(C=C(C=C6O5)O)O)O 2',8''-biapigenin